O1[C@@H]2[C@H](NCC1)CN(C2)C(C(C(=O)O)(C)C)=O |o1:1,2| 3-((4aR*,7aS*)-Hexahydropyrrolo[3,4-b][1,4]oxazin-6(2H)-yl)-2,2-dimethyl-3-oxopropanoic acid